4-(3-{p-[4-(7-methoxy-3-quinolylamino)-2-pyrimidinylamino]phenoxy}propyl)-1λ6,4-thiazinane-1,1-dione COC1=CC=C2C=C(C=NC2=C1)NC1=NC(=NC=C1)NC1=CC=C(OCCCN2CCS(CC2)(=O)=O)C=C1